FC(C(=O)O)(F)F.NCCNC(=O)C1=C(NC(=C1C)C=C1C(NC2=CC=C(C=C12)F)=O)C N-(2-aminoethyl)-5-[(5-fluoro-2-oxoindol-3-ylidene)methyl]-2,4-dimethyl-1H-pyrrole-3-carboxamide trifluoroacetate